8-[3-(5-fluoro-2-pyridinyl)-1-methyl-pyrazol-4-yl]-3-methoxy-1,5-naphthyridine FC=1C=CC(=NC1)C1=NN(C=C1C=1C=CN=C2C=C(C=NC12)OC)C